3-(1-((aminomethyl)(ethyl)amino)ethyl)-2-chlorobenzonitrile NCN(C(C)C=1C(=C(C#N)C=CC1)Cl)CC